NC1=CC=C(O1)C1=NN2C=NC3=C(C2=N1)C=NN3CCC(C)C 5-amino-2-furyl-7-isoamyl-7H-pyrazolo[4,3-e][1,2,4]triazolo[1,5-c]pyrimidine